CC1=CC=C(C=C1)C(C)O p-methyl-1-phenylethanol